ClC1=C(C=NN(C1=O)C)N[C@@H]1C[C@@H](CN(C1)C)C1=CC=C(C=C1)CN1CCN(CC1)C=1C=C2CN(C(C2=CC1)=O)C1C(NC(CC1)=O)=O 3-[5-[4-[[4-[(3R,5R)-5-[(5-chloro-1-methyl-6-oxo-pyridazin-4-yl)amino]-1-methyl-3-piperidyl]phenyl]methyl]piperazin-1-yl]-1-oxo-isoindolin-2-yl]piperidine-2,6-dione